BrC1=CN(C2=C1C=NC(=C2)CC(=O)N)C2=NC=CC(=N2)C(C)(F)F (3-bromo-1-(4-(1,1-difluoroethyl)pyrimidin-2-yl)-1H-pyrrolo[3,2-c]pyridin-6-yl)acetamide